CC1=C(C=C(C(=O)NCC2=NC=C3C=CC(=NC3=C2)C2=NN(C=C2C)C2CCNC3(CC3)C2)C=C1)S(=O)(=O)C 4-methyl-N-((2-(4-methyl-1-(4-azaspiro[2.5]octan-7-yl)-1H-pyrazol-3-yl)-1,6-naphthyridin-7-yl)methyl)-3-(methylsulfonyl)benzamide